C[C@H](CCCC(C)C)[C@H]1CC[C@@H]2[C@@]1(CC[C@H]3[C@H]2CC=C4[C@@]3(CC[C@@H](C4)O)C)C (-)-cholesterol